1-((5-(2,6-dioxopiperidin-3-yl)-4-oxo-5,6-dihydro-4H-thieno[3,4-c]pyrrol-1-yl)methyl)-3-(5-methyl-4-(trifluoromethyl)pyrimidin-2-yl)urea O=C1NC(CCC1N1CC=2C(C1=O)=CSC2CNC(=O)NC2=NC=C(C(=N2)C(F)(F)F)C)=O